3,4-dimethylbenzoyl-diphenyl-phosphine oxide CC=1C=C(C(=O)P(C2=CC=CC=C2)(C2=CC=CC=C2)=O)C=CC1C